O=S1(CCC(CC1)C1=CC2=C(N=C(N=C2N[C@H](C)C2=C(C(=CC=C2)C(F)(F)F)F)C)C(N1C)=O)=O (R)-6-(1,1-dioxidotetrahydro-2H-thiopyran-4-yl)-4-((1-(2-fluoro-3-(trifluoromethyl)phenyl)ethyl)amino)-2,7-dimethylpyrido[3,4-d]pyrimidin-8(7H)-one